6-butylstyrene C(CCC)C1=CC=CC=C1C=C